(e)-N-Methyl-3-[7-(methylamino)-8-oxo-5,6,7,9-tetrahydropyrido[2,3-b]azepin-3-yl]-N-[(2-methylbenzofuran-3-yl)methyl]prop-2-enamide CN(C(\C=C\C1=CC2=C(NC(C(CC2)NC)=O)N=C1)=O)CC1=C(OC2=C1C=CC=C2)C